ethyl (2E)-3-(1-ethyl-4-methyl-1H-benzotriazol-5-yl)prop-2-enoate C(C)N1N=NC2=C1C=CC(=C2C)/C=C/C(=O)OCC